OCCS(=O)(=O)NC1=CC(=C(C(=O)NC2=CC=CC3=C2N=C2N3C3CCC2C3)C=C1)N1CCC3(CC3)CC1 4-(2-hydroxyethanesulfonylamino)-2-(6-azaspiro[2.5]octane-6-yl)-N-(1,2,3,4-tetrahydro-1,4-Methylenebenzo[4,5]imidazo[1,2-a]pyridin-6-yl)benzamide